N-[(1R,3S)-3-[[(4-methoxy-2-pyridyl)amino] carbamoyl] cyclohexyl]carbamate COC1=CC(=NC=C1)NNC(=O)[C@@H]1C[C@@H](CCC1)NC([O-])=O